N-(1-acetylazetidin-3-yl)-6-ethylquinoline-8-carboxamide C(C)(=O)N1CC(C1)NC(=O)C=1C=C(C=C2C=CC=NC12)CC